2-Chloro-6-fluoro-N-(4-nitrophenethyl)chinolin-4-amin ClC1=NC2=CC=C(C=C2C(=C1)NCCC1=CC=C(C=C1)[N+](=O)[O-])F